N-[4-[(6,7-dimethoxy-1,5-naphthyridin-4-yl)oxy]phenyl]-4-ethoxy-1-(4-fluorophenyl)-2-oxopyridine-3-carboxamide COC=1N=C2C(=CC=NC2=CC1OC)OC1=CC=C(C=C1)NC(=O)C=1C(N(C=CC1OCC)C1=CC=C(C=C1)F)=O